(1-((2-(3,5-dichlorophenyl)-6-((6-(piperazin-1-yl)pyridin-3-yl)oxy)pyridin-4-yl)methyl)piperidin-4-yl)methanesulfonic acid ClC=1C=C(C=C(C1)Cl)C1=NC(=CC(=C1)CN1CCC(CC1)CS(=O)(=O)O)OC=1C=NC(=CC1)N1CCNCC1